4-(4-(5-hydroxy-2-methylpyridin-4-yl)-1H-imidazole-2-carbonyl)-N-((1r,4r)-4-hydroxy-4-(trifluoromethyl)cyclohexyl)-4-azaspiro[2.5]octane-7-carboxamide OC=1C(=CC(=NC1)C)C=1N=C(NC1)C(=O)N1C2(CC2)CC(CC1)C(=O)NC1CCC(CC1)(C(F)(F)F)O